(R)-2-[7-(2-hydroxypropyl)-5,6-dihydropyrrolo[2,3-c]pyridazin-3-yl]-3-methyl-5-(trifluoromethyl)phenol O[C@@H](CN1CCC2=C1N=NC(=C2)C2=C(C=C(C=C2C)C(F)(F)F)O)C